5-(bromomethyl)-1-methyl-benzotriazole BrCC1=CC2=C(N(N=N2)C)C=C1